Monofluoroethyl methyl carbonate C(OCCF)(OC)=O